tert-butyl 9-(4-bromophenyl)-1-oxa-4,9-diazaspiro[5.5]undecane-4-carboxylate BrC1=CC=C(C=C1)N1CCC2(CN(CCO2)C(=O)OC(C)(C)C)CC1